(3,5-dimethylpyridin-2-yl)piperidin-4-ylamine CC=1C(=NC=C(C1)C)NC1CCNCC1